CN1SC=CC1 2-methylisothiazol